[Cl-].C(CCCCCCCCCCCCCCCCC)OCCC[NH+](C)C stearyloxypropyldimethylammonium chloride